N1=C(C=CC=C1)C1=C(C=CC(=C1)OCC1=CC=CC=C1)N1CN=C(N=C1C1=CC=CC=C1)C1=CC=CC=C1 3-(pyridin-2-yl-4-benzyloxyphenyl)-4,6-diphenyl-1,3,5-triazine